[S].COC([C@H]([C@@H](C1=CC=C(C=C1)C)O)NC(C)=O)=O (2S,3R)-2-acetamido-3-hydroxy-3-p-tolyl-propionic acid methyl ester sulfur